ClC1=CC=C(C=C1)C=1N=C2C3=C(C=NC2=C(C1)C(=O)O)N(N=C3)C 2-(4-chlorophenyl)-7-methyl-7H-pyrazolo[3,4-C][1,5]naphthyridine-4-carboxylic acid